2-(3-amino-4-bromo-6-chloro-2-pyridyl)ethanol NC=1C(=NC(=CC1Br)Cl)CCO